5-(tert-butyl)-9-(difluoromethoxy)-11-methoxy-2-oxo-1,2,5,6-tetrahydropyrido[2',1':2,3]imidazo[4,5-h]quinoline-3-carboxylic acid C(C)(C)(C)C1C=2C=C(C(NC2C2=C(C1)N1C(=N2)C(=CC(=C1)OC(F)F)OC)=O)C(=O)O